6-(difluoromethyl)pyridine-2-carboxamide chloride [Cl-].FC(C1=CC=CC(=N1)C(=O)N)F